5-(8-fluoro-[1,2,4]triazolo[1,5-a]pyridin-6-yl)-N-(3-(4-methylpiperazin-1-yl)phenyl)-7H-pyrrolo[2,3-d]pyrimidin-2-amine FC=1C=2N(C=C(C1)C1=CNC=3N=C(N=CC31)NC3=CC(=CC=C3)N3CCN(CC3)C)N=CN2